NC=1SC2=C(N1)C=C(C=C2)O 2-amino-1,3-benzothiazol-5-ol